FC1=CC=C(C=C1)NCC#C 3-[(4-fluorophenyl)amino]prop-1-yn